ClC1=C(C=C(C=C1)C#N)C=1C=C2C(=NN(C2=CC1)C(C1=CC=CC=C1)(C1=CC=CC=C1)C1=CC=CC=C1)NC(=O)C1CN(C2(CC1)CCCCC2)C(=O)OC(C)(C)C tert-Butyl 3-{[5-(2-chloro-5-cyanophenyl)-1-trityl-1H-indazol-3-yl]carbamoyl}-1-azaspiro[5.5]undecane-1-carboxylate